[Ru](Cl)(Cl)Cl.NC1=C(C(=C(C=C1)P(C1=CC=CC=C1)C1=CC=CC=C1)N)N triamino-triphenylphosphine ruthenium chloride